3-(1-isopropylpyrrolidin-3-yl)-7-methyl-3,4-dihydro-5H-pyrazolo[3,4-c]isoquinolin-5-one C(C)(C)N1CC(CC1)N1N=CC2=C1NC(C=1C=C(C=CC21)C)=O